C(C)OC(C=C1C2CC3CC(CC1C3)C2)=O 2-(2-adamantylidene)acetic acid ethyl ester